5-(5-bromo-2,3-dihydro-1H-inden-1-yl)-5-aza-spiro[2.5]octane-8-carbonitrile BrC=1C=C2CCC(C2=CC1)N1CC2(CC2)C(CC1)C#N